C[O-].CN(C1=CC=CC=C1)C N,N-dimethylaniline methoxide